N-(4-methoxy-2-(thiazol-5-yl)quinolin-6-yl)oxetane-3-carboxamide COC1=CC(=NC2=CC=C(C=C12)NC(=O)C1COC1)C1=CN=CS1